NCC=1N=C2N(C=C(C=C2N2C(CN(CC2)C(=O)OC(C)(C)C)=O)C2CC2)C1 tert-butyl 4-(2-(aminomethyl)-6-cyclopropylimidazo[1,2-a]pyridin-8-yl)-3-oxopiperazine-1-carboxylate